7-{[2-(4-Chlorophenyl)imidazo[1,2-a]pyridin-3-yl]methyl}-N-ethyl-N-phenyl-3-oxa-7,9-diazabicyclo[3.3.1]nonane-9-carboxamide ClC1=CC=C(C=C1)C=1N=C2N(C=CC=C2)C1CN1CC2COCC(C1)N2C(=O)N(C2=CC=CC=C2)CC